C1(CC1)C1=CC(=NN1CC(=O)N1CCC(CC1)C1CN(NC2=C(C1)C=CC=C2)C(=O)NC2CCCC1=CC=CC=C21)C(F)(F)F 4-[1-[2-[5-cyclopropyl-3-(trifluoromethyl)pyrazol-1-yl]acetyl]-4-piperidinyl]-N-tetrahydronaphthalen-1-yl-tetrahydrobenzodiazepine-2-Carboxamide